[OH-].C(C)[N+]1(C(CCCC1C)C)C N-ethyl-N-methyl-2,6-dimethylpiperidinium hydroxide